2-(6-bromo-2-nitrophenyl)ethan-1-ol tert-butyl-7-bromo-5-methyl-3,4-dihydro-1H-pyrido[4,3-b]indole-2-carboxylate C(C)(C)(C)C1N(CCC=2N(C=3C=C(C=CC3C21)Br)C)C(=O)OCCC2=C(C=CC=C2Br)[N+](=O)[O-]